CC1=C(C(=O)P(C2=CC=C(C=C2)C(F)(F)F)=O)C(=CC(=C1)C)C 2,4,6-trimethylbenzoyl-4-trifluoromethylphenylphosphine oxide